CCOC1=CC=C(C=C1)F p-fluorophenetole